N=1C=NN2C1C(=CC=C2)CCC[C@H]2C[C@@H]1N(CCN(C1)C=1C=CC(=NC1)C#N)C2=O 5-((7S,8aS)-7-(3-([1,2,4]triazolo[1,5-a]pyridin-8-yl)propyl)-6-oxohexahydropyrrolo[1,2-a]pyrazin-2(1H)-yl)picolinonitrile